C1(CCCCCCC1)C(C(=O)NC1=CC=C(C=C1)C1=C(C=NC=C1C)C)NC(=O)C1=CC=NN1C N-(1-Cyclooctyl-2-((4-(3,5-dimethylpyridin-4-yl)phenyl)amino)-2-oxoethyl)-1-methyl-1H-pyrazole-5-carboxamide